BrC1=NN(C(=C1I)CBr)C 3-bromo-5-(bromomethyl)-4-iodo-1-methyl-1H-pyrazole